[PH2](OC(CCCCC)(CCC)C1=CC=CC=C1)=O phenyl-(n-propyl-n-hexyl) phosphinate